4-((2-(benzyloxy)ethyl)sulfonylamino)-2-(6-azaspiro[2.5]oct-6-yl)benzoic acid C(C1=CC=CC=C1)OCCS(=O)(=O)NC1=CC(=C(C(=O)O)C=C1)N1CCC2(CC2)CC1